BrC1=CC=C(C=C1)N1C(N=C2C(C1=O)=CC=CN2CC=2C=NC(=CC2)Cl)=S 3-(4-Bromophenyl)-8-((6-chloropyridin-3-yl)methyl)-2-thioxo-2,8-dihydropyrido[2,3-d]pyrimidin-4(3H)-one